C(C)OC1=C2CCN(C2=CC=C1)C(=O)[C@H]1N(CCC1)C#N (S)-2-(4-ethoxyindoline-1-carbonyl)pyrrolidine-1-carbonitrile